CC1=C(C=CC(=C1)C1=NN=CN1)C=1N=C2C(=NC1)NC(CN2CCC2CCOCC2)=O 6-(2-methyl-4-(4H-1,2,4-triazol-3-yl)phenyl)-4-(2-(tetrahydro-2H-pyran-4-yl)ethyl)-3,4-dihydropyrazino[2,3-b]pyrazin-2(1H)-one